OCCNS(=O)(=O)C1=CC(=C(C=C1)OC)N1N=C(C=2C=NC(=CC21)NC2=NC=CNC2=O)C N-(2-hydroxyethyl)-4-methoxy-3-(3-methyl-6-((3-oxo-3,4-dihydropyrazin-2-yl)amino)-1H-pyrazolo[4,3-c]pyridin-1-yl)benzenesulfonamide